6-bromo-3-((2-ethoxy-6-isopropoxypyridin-4-yl)methyl)-2-methoxyquinoline BrC=1C=C2C=C(C(=NC2=CC1)OC)CC1=CC(=NC(=C1)OC(C)C)OCC